(R)-4-(6-(4-((3-chloropyridin-2-yl)methyl)-4-hydroxypiperidin-1-yl)pyridin-3-yl)-6-(2-hydroxypropoxy)pyrazolo[1,5-a]pyridine-3-carbonitrile ClC=1C(=NC=CC1)CC1(CCN(CC1)C1=CC=C(C=N1)C=1C=2N(C=C(C1)OC[C@@H](C)O)N=CC2C#N)O